COC=1C=C(CCN2N(CCC2=O)C(=O)OC(C)(C)C)C=CC1C(=O)OC tert-butyl 2-(3-methoxy-4-(methoxycarbonyl)phenethyl)-3-oxopyrazolidine-1-carboxylate